1-[(1-ethyl-1H-imidazol-5-yl)methyl]-2-[(4-{3-[methyl(4-methylphenyl)amino]benzoyl}piperazin-1-yl)methyl]-1H-1,3-benzodiazole-6-carboxylic acid C(C)N1C=NC=C1CN1C(=NC2=C1C=C(C=C2)C(=O)O)CN2CCN(CC2)C(C2=CC(=CC=C2)N(C2=CC=C(C=C2)C)C)=O